1-(3-chloro-4,5-dihydroxyphenyl)ethan-1-one ClC=1C=C(C=C(C1O)O)C(C)=O